2'-chloro-N-(5-(3,6-dimethyl-5-(trifluoromethyl)picolinoyl)-5,6-dihydro-4H-pyrrolo[3,4-d]thiazol-2-yl)-5'-methoxy-6-methyl-[4,4'-bipyridine]-3-carboxamide ClC1=NC=C(C(=C1)C1=C(C=NC(=C1)C)C(=O)NC=1SC2=C(N1)CN(C2)C(C2=NC(=C(C=C2C)C(F)(F)F)C)=O)OC